5-(1H-imidazol-1-yl)-2-(3-(((1S,3R,5R)-1-methyl-8-azabicyclo[3.2.1]octan-3-yl)oxy)-1,2,4-triazin-6-yl)phenol N1(C=NC=C1)C=1C=CC(=C(C1)O)C1=CN=C(N=N1)O[C@H]1C[C@@]2(CC[C@H](C1)N2)C